N-(phenylsulfonyl)-2-pyridinecarboxamide C1(=CC=CC=C1)S(=O)(=O)NC(=O)C1=NC=CC=C1